C1(CC1)COC1=CC=C(C(=C1CO)F)F (6-(Cyclopropylmethoxy)-2,3-difluorophenyl)methanol